O[C@]1(C(N(CC1)C)=O)C1=CC(=CC=C1)C=1N=C(SC1)C1=CN(C2=NC=CN=C21)S(=O)(=O)C2=CC=C(C)C=C2 (S)-3-Hydroxy-1-methyl-3-(3-(2-(5-tosyl-5H-pyrrolo[2,3-b]pyrazin-7-yl)thiazol-4-yl)phenyl)pyrrolidin-2-one